NCCCCCCCCCCN decamethylene-diamine